dioctadecyl 2,2-bis-(3,5-di-tert-butyl-2-hydroxybenzyl)-malonate C(C)(C)(C)C=1C(=C(CC(C(=O)OCCCCCCCCCCCCCCCCCC)(C(=O)OCCCCCCCCCCCCCCCCCC)CC2=C(C(=CC(=C2)C(C)(C)C)C(C)(C)C)O)C=C(C1)C(C)(C)C)O